N-[3-[(1S)-1-[(4-methyl-1,2,4-triazol-3-yl)sulfanyl]ethyl]phenyl]-6-(trifluoromethyl)pyrazine-2-carboxamide CN1C(=NN=C1)S[C@@H](C)C=1C=C(C=CC1)NC(=O)C1=NC(=CN=C1)C(F)(F)F